n-Decyldimethylamin C(CCCCCCCCC)N(C)C